(5-(((trans)-2-(3-(5-methylpyrimidin-2-yl)azetidin-1-yl)cyclohexyl)oxy)-1-oxoisoindolin-2-yl)piperidine-2,6-dione CC=1C=NC(=NC1)C1CN(C1)[C@H]1[C@@H](CCCC1)OC=1C=C2CN(C(C2=CC1)=O)N1C(CCCC1=O)=O